Cl.C12COCC(CNC1)C2 3-oxa-7-azabicyclo[3.3.1]nonane hydrochloride